CN1CCC(CC1)C(=O)OC methyl 1-methylpiperidine-4-carboxylate